C(C)(C)(C)OC(=O)N1CCC(CC1)N1CCNCC1N1CC=2C(=NC=CC2C1=O)C1=C(C=CC=C1OC)F 4-(6-(4-(2-fluoro-6-methoxyphenyl)-1-oxo-1,3-dihydro-2H-pyrrolo[3,4-c]pyridin-2-yl)piperazin-1-yl)piperidine-1-carboxylic acid tert-butyl ester